NCC1=CC=C(C=C1)S(=O)(=O)O p-aminomethyl-benzenesulfonic acid